OC1(CN(C1)C1=C(C=C(C=C1)C1=NNC(O[C@H]1C)=O)C(F)(F)F)C (6S)-5-[4-(3-hydroxy-3-methylazetidin-1-yl)-3-(trifluoromethyl)-phenyl]-6-methyl-3,6-dihydro-2H-1,3,4-oxadiazin-2-one